(R)-3-((tert-butyldimethylsilyl)oxy)butanal [Si](C)(C)(C(C)(C)C)O[C@@H](CC=O)C